[7-(5-methyl-1,2-oxazol-3-yl)-3-(3-thieno[3,2-b]pyridin-7-ylsulfanyl-1H-pyrazolo[3,4-b]pyrazin-6-yl)-3-azabicyclo[4.1.0]heptan-7-yl]methanamine CC1=CC(=NO1)C1(C2CCN(CC12)C1=CN=C2C(=N1)NN=C2SC2=C1C(=NC=C2)C=CS1)CN